N1(CCNCC1)C1=NC=C(C=N1)CN1CCCCC1 2-piperazin-1-yl-5-(piperidin-1-ylmethyl)pyrimidine